C(OCl)(OC=C)=O monochloro vinyl carbonate